C(C)(C)(C)OC(=O)N1[C@H](CC(CC1)C1=CC2=C(N(C(O2)=O)C)C=C1)C (2S)-methyl-4-(3-methyl-2-oxo-1,3-benzoxazol-6-yl)piperidine-1-carboxylic acid tert-butyl ester